ClC=1OC(=O)C2=CC=CC=C2C1Cl 3,4-dichloroisocoumarine